BrC=1C(=CC=C2C3=C(N(C12)COCC[Si](C)(C)C)CCCCC3)F 4-bromo-3-fluoro-5-((2-(trimethylsilyl)ethoxy)methyl)-5,6,7,8,9,10-hexahydrocyclohepta[b]indole